tert-pentylphosphine C(C)(C)(CC)P